1-[(6-{3-Azabicyclo[3.1.0]hex-3-yl}-2-methylpyridin-3-yl)methyl]-1H-1,2,3-triazole-4-carboxylic acid C12CN(CC2C1)C1=CC=C(C(=N1)C)CN1N=NC(=C1)C(=O)O